N1=C(C=CC=C1)C=1N=CCN(C1)C1=CC(=CC=C1)C=1NC2=C(C=NC(=C2)C(F)(F)F)N1 5-(pyridin-2-yl)-N-(3-(6-(trifluoromethyl)-1H-imidazo[4,5-c]pyridin-2-yl)phenyl)pyrazine